1-O-hexadecyl-2-(5Z,8Z,11Z,14Z,17Z-eicosapentaenoyl)-sn-glycero-3-phosphocholine C(CCCCCCCCCCCCCCC)OC[C@@H](OC(C=C\C=C/C=C\C=C/C=C\CCCCCCCCC)=O)COP(=O)([O-])OCC[N+](C)(C)C